phenyl (4-fluorophenyl) disulfide FC1=CC=C(C=C1)SSC1=CC=CC=C1